N1(C=NC2=NC=CC=C21)[N] 1H-imidazo[4,5-B]pyridyl-nitrogen